FC1=C2C(C(=C(C(C2=C(C=C1)F)=O)CC1COC1)CC1=NC=C(C=C1)C(F)(F)F)=O 5,8-difluoro-2-(oxetan-3-ylmethyl)-3-((5-(trifluoromethyl)pyridin-2-yl)methyl)naphthalene-1,4-dione